C1=CC=CC=2C3=CC=CC=C3N(C12)C1=C(C=CC=C1)C1=C(C=CC(=C1)N1C2=CC=CC=C2C=2C=C(C=CC12)C1=CC=CC=C1)N1C2=CC=CC=C2C=2C=C(C=CC12)C1=CC=CC=C1 2'-(9H-carbazol-9-yl)-2,5-bis(3-phenyl-9H-carbazol-9-yl)-[1,1'-biphenyl]